ureidotriethoxysilane N(C(=O)N)[Si](OCC)(OCC)OCC